CC1=C(C=C(C=C1)C)[N+]#[C-] 2,5-dimethylphenylisocyanide